3-[2-(difluoromethoxy)-3-fluoroanilino]-2-{3-[2-methyl-2-(morpholin-4-yl)propoxy]pyridin-4-yl}-1,5,6,7-tetrahydro-4H-pyrrolo[3,2-c]pyridin-4-one FC(OC1=C(NC2=C(NC3=C2C(NCC3)=O)C3=C(C=NC=C3)OCC(C)(N3CCOCC3)C)C=CC=C1F)F